tert-Butyl N-[3-[3-amino-6-(2-hydroxyphenyl)pyridazin-4-yl]-3-azabicyclo[3.2.1]octan-8-yl]carbamate NC=1N=NC(=CC1N1CC2CCC(C1)C2NC(OC(C)(C)C)=O)C2=C(C=CC=C2)O